7-(8-chloro-1-naphthyl)-8-fluoro-pyrido[4,3-d]pyrimidine-2,4-diol ClC=1C=CC=C2C=CC=C(C12)C1=C(C=2N=C(N=C(C2C=N1)O)O)F